1-(5-((3-(trifluoromethyl)benzyl)oxy)-2,3-dihydro-1H-inden-1-yl)piperidine-4-carboxylic acid FC(C=1C=C(COC=2C=C3CCC(C3=CC2)N2CCC(CC2)C(=O)O)C=CC1)(F)F